6-(3,5-difluoroanilino)-3-methoxy-N-[[1-[5-(trifluoromethyl)-2-pyridyl]cyclopropyl]methyl]pyridine-2-carboxamide FC=1C=C(NC2=CC=C(C(=N2)C(=O)NCC2(CC2)C2=NC=C(C=C2)C(F)(F)F)OC)C=C(C1)F